COC(=O)[C@H]1N(C[C@@H](C1)SC(C)=O)C(=O)OC(C)(C)C (2S,4R)-4-(acetylthio)pyrrolidine-1,2-dicarboxylic acid 1-(tert-butyl) ester 2-methyl ester